tert-butyl (1-((1-(6-((2-amino-2-oxo-1-phenylethyl)thio)-3,5-dicyano-4-ethylpyridin-2-yl)piperidin-4-yl)amino)-2-methyl-1-oxopropan-2-yl)carbamate NC(C(C1=CC=CC=C1)SC1=C(C(=C(C(=N1)N1CCC(CC1)NC(C(C)(C)NC(OC(C)(C)C)=O)=O)C#N)CC)C#N)=O